NC1=NC=NN2C1=C(C=C2C=2C=NN(C2)CCN(C)C)C2=CC(=C(C=C2)NC(OC(C)(C)C)=O)OC tert-Butyl (4-(4-amino-7-(1-(2-(dimethylamino)ethyl)-1H-pyrazol-4-yl)pyrrolo[2,1-F][1,2,4]triazin-5-yl)-2-methoxyphenyl)carbamate